2-(2-Bromothiazol-4-yl)propan-2-ol BrC=1SC=C(N1)C(C)(C)O